Cl.Cl.FC1CCN(CC1)C(CC)N (4-fluoropiperidin-1-yl)propan-1-amine dihydrochloride